4-(2,2,2-trifluoroacetyl)piperazine-1-carboxylic acid tert-butyl ester C(C)(C)(C)OC(=O)N1CCN(CC1)C(C(F)(F)F)=O